rac-(1R,2R,3S)-3-(4-bromo-3-cyanophenyl)-2-(methoxycarbonyl)cyclohexane-1-carboxylic acid BrC1=C(C=C(C=C1)[C@@H]1[C@H]([C@@H](CCC1)C(=O)O)C(=O)OC)C#N |r|